N-(4-bromo-3-ethoxy-5-fluorobenzyl)-5-fluoro-2-methoxybenzamide BrC1=C(C=C(CNC(C2=C(C=CC(=C2)F)OC)=O)C=C1F)OCC